S1C(=NC=C1)CC(C(=O)O)(C1=CC=CC=C1)N 3-thiazol-2-yl-aminophenyl-propionic acid